γ-glycidoxypropyl-methyl-diisopropenoxysilane C(C1CO1)OCCC[Si](OC(=C)C)(OC(=C)C)C